FC(CN1N=CC=2C1=NC(=CN2)N2CCC(CC2)COC2=NC(=CC=C2)C(F)(F)F)F 2-({1-[1-(2,2-difluoroethyl)-1H-pyrazolo[3,4-b]pyrazin-6-yl]piperidin-4-yl}methoxy)-6-(trifluoromethyl)pyridine